BrC(=CC=1C(N(C=C(N1)C(=O)OC)CC1=CC=C(C=C1)OC)=O)Br Methyl 6-(2,2-dibromovinyl)-4-[(4-methoxyphenyl)methyl]-5-oxo-pyrazine-2-carboxylate